S1NC(C2=C1C=CC=C2)=O 1,2-benzoisothiazole-3-one